benzyl (2S)-5-[bis[2-[5-(tert-butoxycarbonylamino) pentanoylamino] ethyl] amino]-2-[5-(tert-butoxycarbonylamino) pentanoylamino]-5-oxo-pentanoate C(C)(C)(C)OC(=O)NCCCCC(=O)NCCN(C(CC[C@@H](C(=O)OCC1=CC=CC=C1)NC(CCCCNC(=O)OC(C)(C)C)=O)=O)CCNC(CCCCNC(=O)OC(C)(C)C)=O